C1(CCC1)N1N=CC(=C1)OC1CN(C1)C=1N=C(C2=C(N1)C(N(C(=N2)C(F)(F)F)C)=O)C2=C(C=C(C#N)C=C2)F 4-(2-(3-((1-cyclobutyl-1H-pyrazol-4-yl)oxy)azetidin-1-yl)-7-methyl-8-oxo-6-(trifluoromethyl)-7,8-dihydropyrimido[5,4-d]pyrimidin-4-yl)-3-fluorobenzonitrile